CC1=CC2=C(N(C(N2)=O)C2CCNCC2)C=C1 5-methyl-1-(piperidin-4-yl)-2,3-dihydro-1H-1,3-benzodiazol-2-one